5'-chloro-N-(4-methyloxan-4-yl)-7'-oxo-7',8'-dihydro-6'H-spiro[cyclohexane-1,9'-furo[2,3-f]quinazoline]-2'-carboxamide ClC=1C=C2C(=C3C4(NC(NC13)=O)CCCCC4)OC(=C2)C(=O)NC2(CCOCC2)C